ClC1=C(C=CC=C1)[C@@H](C)OC(=O)NC=1N(C=CC1)C1=CC=C(C=C1)NC(=O)[C@H]1C([C@@H]1C(=O)O)(F)F (1S,3S)-3-((4-(2-((((R)-1-(2-chlorophenyl)ethoxy)carbonyl)amino)-1H-pyrrol-1-yl)phenyl)carbamoyl)-2,2-difluorocyclopropane-1-carboxylic acid